(R)-N-((S)-4,4-dimethylpentan-2-yl)-2-methylpropane-2-sulfinamide CC(C[C@H](C)N[S@](=O)C(C)(C)C)(C)C